CN1N=C(C=C1C(=O)N[C@@H]1COC2=C1C=CC(=C2)C2=NOC(=N2)C([2H])([2H])[2H])C (S)-1,3-dimethyl-N-(6-(5-(methyl-d3)-1,2,4-oxadiazol-3-yl)-2,3-dihydrobenzofuran-3-yl)-1H-pyrazole-5-carboxamide